methyl (4-morpholino-1-butyl) fumarate C(\C=C\C(=O)OCCCCN1CCOCC1)(=O)OC